4-Methyl-cyclohexanecarboxylic acid {4-(5-chloro-thiophen-2-yl)-5-[2-(4-methyl-piperazin-1-yl)-2-oxo-ethyl]-thiazol-2-yl}-amide ClC1=CC=C(S1)C=1N=C(SC1CC(=O)N1CCN(CC1)C)NC(=O)C1CCC(CC1)C